4-Methoxy-N-(cis-4-methoxycyclohexyl)-5-(1-methyl-1H-benzo[d][1,2,3]triazol-6-yl)-7H-pyrrolo[2,3-d]pyrimidin-2-amine COC=1C2=C(N=C(N1)N[C@@H]1CC[C@@H](CC1)OC)NC=C2C=2C=CC1=C(N(N=N1)C)C2